ClC1=NC=C(C(=N1)NCC1=CC(=CC=C1)OC)C(=O)N 2-chloro-4-((3-methoxybenzyl)amino)pyrimidin-5-carboxamide